benzyl 4-((1r,4r)-4-((tert-butoxycarbonyl)amino)cyclohexyl)piperazine-1-carboxylate C(C)(C)(C)OC(=O)NC1CCC(CC1)N1CCN(CC1)C(=O)OCC1=CC=CC=C1